(R)-6-(2-((3,3-Difluoro-1-(oxetan-3-yl)piperidin-4-yl)amino)-4-methoxypyrrolo[2,1-f][1,2,4]triazin-5-yl)-N-methylimidazo[1,2-a]pyrimidine-3-carboxamide FC1(CN(CC[C@H]1NC1=NN2C(C(=N1)OC)=C(C=C2)C=2C=NC=1N(C2)C(=CN1)C(=O)NC)C1COC1)F